1-(4-methylphenylthio)propan-1-one CC1=CC=C(C=C1)SC(CC)=O